barium bis(1,10-phenanthroline) N1=CC=CC2=CC=C3C=CC=NC3=C12.N1=CC=CC2=CC=C3C=CC=NC3=C12.[Ba]